6',6'''-(propane-1,3-diylbis(oxy))bis(3-(2,7-bis(trimethylgermyl)-9H-carbazol-9-yl)-3'-fluoro-5-(2,4,4-trimethylpentan-2-yl)-[1,1'-biphenyl]-2-ol) C(CCOC1=CC=C(C=C1C=1C(=C(C=C(C1)C(C)(CC(C)(C)C)C)N1C2=CC(=CC=C2C=2C=CC(=CC12)[Ge](C)(C)C)[Ge](C)(C)C)O)F)OC1=CC=C(C=C1C=1C(=C(C=C(C1)C(C)(CC(C)(C)C)C)N1C2=CC(=CC=C2C=2C=CC(=CC12)[Ge](C)(C)C)[Ge](C)(C)C)O)F